S1C(=CC=C1CN)C=1SC(=CC1)CN 2,2'-bithiophene-5,5'-dimethylamine